2-methyl-propenyl-sulfonic acid CC(=CS(=O)(=O)O)C